C1(CCC1)CN[C@@H](C(F)(F)F)C=1C=C(C2=C(N=C(O2)C=2C=C(C=CC2)C2=C(C=C(C=C2)F)C2=NN=CN2C)C1)F |r| rac-N-(Cyclobutylmethyl)-2,2,2-trifluoro-1-(7-fluoro-2-(4'-fluoro-2'-(4-methyl-4H-1,2,4-triazol-3-yl)-[1,1'-biphenyl]-3-yl)benzo[d]oxazol-5-yl)ethan-1-amine